(2R)-N-((S or R)-(3-chloro-2,4-difluorophenyl)(5-chloro-6-cyclopropyl-pyridin-3-yl)methyl)-2-methyl-3-oxopiperazine-1-carboxamide ClC=1C(=C(C=CC1F)[C@@H](NC(=O)N1[C@@H](C(NCC1)=O)C)C=1C=NC(=C(C1)Cl)C1CC1)F |o1:8|